5-methyl-1-[6-[6-(6-methylpyridazin-3-yl)oxypyrazolo[1,5-a]pyridin-3-yl]-3-[trans-4-cyanooxolan-2-yl]pyridin-2-yl]pyrazole-3-carbonitrile CC1=CC(=NN1C1=NC(=CC=C1[C@@H]1OC[C@H](C1)C#N)C=1C=NN2C1C=CC(=C2)OC=2N=NC(=CC2)C)C#N